COC=1C=C(C=C(C1OC)OC)NC(OC(C)(C)C)=O Tert-Butyl (3,4,5-trimethoxyphenyl)carbamate